OC(CN1CCNCC1)C 2-hydroxy-1-(piperazin-1-yl)propan